C(C)OC(=O)C1=CC(=NC(=C1)C=1N=NN(C1)C1=CC(=C(C(=O)O)C=C1)O)C=1N=NN(C1)C1=CC(=C(C(=O)O)C=C1)O 4,4'-((4-(ethoxycarbonyl)pyridine-2,6-diyl)bis(1H-1,2,3-triazole-4,1-diyl))bis(2-hydroxybenzoic Acid)